C(C)(C)C=1C=NN2C1N=C(C=C2NC2CCN(CC2)C(=O)O)C 4-[(3-isopropyl-5-methyl-pyrazolo[1,5-a]pyrimidin-7-yl)amino]piperidine-1-carboxylic acid